ON(C(NC1=NC(NC=C1)=O)=O)O dihydroxyureidopyrimidinone